3-(4-methylpentyl)cyclohexane-1-carbonitrile CC(CCCC1CC(CCC1)C#N)C